(E)-6-(diethylamino)-4-(4-(diphenylamino)benzylidene)-1,2,3,4-tetrahydropyrimidine C(C)N(C1=C\C(\NCN1)=C/C1=CC=C(C=C1)N(C1=CC=CC=C1)C1=CC=CC=C1)CC